ClC=1C(=C(C=2C(=C(SN2)N2CC3(CN(C3)C(C=C)=O)C2)C1)F)C1=CC(=CC2=CC=CC=C12)OC 1-(6-(5-chloro-7-fluoro-6-(3-methoxy-1-naphthalenyl)-2,1-benzothiazol-3-yl)-2,6-diazaspiro[3.3]heptan-2-yl)-2-propen-1-one